1-N-(4-nitrobenzyl)-3,6,10,13,16,19-hexaazabicyclo[6.6.6]eicosane-1,8-diamine [N+](=O)([O-])C1=CC=C(CNC23CNCCNCC(CNCCNC2)(CNCCNC3)N)C=C1